The molecule is a sesquiterpenoid isolated from the marine sponge Dactylospongia elegans. It has a role as a marine metabolite and an animal metabolite. It is a sesquiterpenoid, an enol, a monocarboxylic acid, a beta-amino acid and a member of monohydroxy-1,4-benzoquinones. C[C@H]1CC[C@]2([C@H]([C@]1(C)CC3=C(C(=CC(=O)C3=O)NCCC(=O)O)O)CCCC2=C)C